O=C1NC(CCC1N1C(C2=CC(=CC(=C2C1)OCC(=O)[O-])S(=O)(=O)F)=O)=O 2-[2-(2,6-dioxo-3-piperidyl)-6-fluorosulfonyl-1-oxo-isoindolin-4-yl]oxyacetate